C(#N)C(NS(=O)C(C)(C)C)C12CC(C1)(C2)C N-(cyano(3-methylbicyclo[1.1.1]pentan-1-yl)methyl)-2-methylpropane-2-sulfinamide